FC1=CC=C(C=C1)NC(=O)C1(CC1)C(=O)NC1=CC=C(C=C1)OC1=CC=NC2=CC(=C(C=C12)C1=CN=CO1)OC 1-N'-(4-fluorophenyl)-1-N-[4-[7-methoxy-6-(1,3-oxazol-5-yl)quinolin-4-yl]oxyphenyl]cyclopropane-1,1-dicarboxamide